BrC1=C2C3=C(N(C2=CC=C1)C1C(N(C(CC1)=O)CC1=CC=C(C=C1)OC)=O)N=CC=C3 3-(5-Bromopyrido[2,3-b]indol-9-yl)-1-[(4-methoxyphenyl)methyl]piperidine-2,6-dione